2,2-difluoro-2-(pyridin-2-ylsulfonyl)ethyl 4-methylbenzenesulfonate CC1=CC=C(C=C1)S(=O)(=O)OCC(S(=O)(=O)C1=NC=CC=C1)(F)F